ClC1=C(C=2N=C(N=C(C2C=N1)N([C@H]1[C@@H](N(CC1)C(=O)OC(C)(C)C)C)C)OC[C@]12CCCN2C[C@@H](C1)F)F tert-butyl (2S,3R)-3-((7-chloro-8-fluoro-2-(((2R,7aS)-2-fluorotetrahydro-1H-pyrrolizin-7a(5H)-yl)methoxy)pyrido[4,3-d]pyrimidin-4-yl)(methyl)amino)-2-methylpyrrolidine-1-carboxylate